C1NCC12C(NCC2)C(=O)O 2,6-diazaspiro[3.4]octane-5-carboxylic acid